10-((3-((4,5-dimethylthiazol-2-yl)carbamoyl)-2-methylphenyl)amino)decyl methanesulfonate CS(=O)(=O)OCCCCCCCCCCNC1=C(C(=CC=C1)C(NC=1SC(=C(N1)C)C)=O)C